N1(CCCCCC1)CCN1CSCC2=C(C1=O)C=CC=C2 4-(2-(Azepan-1-yl)ethyl)-3,4-dihydrobenzo[e][1,3]thiazepin-5(1H)-one